diaminobenzyl-amide diacetate C(C)(=O)[O-].C(C)(=O)[O-].NC(C1=CC=CC=C1)([NH-])N